Cl.C(\C=C\CC)N1C2C3=CC=CC=C3C1C=C2 11-[(2E)-pent-2-en-1-yl]-11-azatricyclo[6.2.1.02,7]Undec-2,4,6,9-tetraene hydrochloride